tert-Butyl (1S*,2S*,5S*)-2-{5-bromo-3-[2-(methoxymethoxy)-6-methyl-4-(trifluoromethyl)phenyl]-7H-pyrrolo[2,3-c]pyridazin-7-yl}-8-azabicyclo[3.2.1]octane-8-carboxylate BrC1=CN(C=2N=NC(=CC21)C2=C(C=C(C=C2C)C(F)(F)F)OCOC)[C@@H]2[C@@H]1CC[C@H](CC2)N1C(=O)OC(C)(C)C |o1:25,26,29|